NC1=C(C=C(C=C1F)C(=O)C1=CC=C2C(=CC=CN12)C1=CC2=C(N(C=N2)C)C=C1O)F (4-amino-3,5-difluorophenyl)(8-(6-hydroxy-1-methyl-1H-benzo[d]imidazol-5-yl)indolizin-3-yl)methanone